FC(C1=NN=C(O1)C1=CC=C(CC2N(CCN(C2)C2COC2)C(=O)N)C=C1)F (4-(5-(difluoromethyl)-1,3,4-oxadiazol-2-yl)benzyl)-4-(oxetan-3-yl)piperazin-1-carboxamide